[(1S)-3-ethoxy-1-methyl-3-oxo-propyl] 2-chloro-5-nitro-benzoate ClC1=C(C(=O)O[C@H](CC(=O)OCC)C)C=C(C=C1)[N+](=O)[O-]